FC1OCCC1 2-fluorotetrahydrofuran